ClC1=C(C(=NC(=N1)N(C)C1=C(C=C(C=C1)S(=O)(=O)C)F)N(C1=NN(C(=C1)C)C1OCCCC1)CC1=CC=C(C=C1)OC)C1CC1 6-chloro-5-cyclopropyl-N2-(2-fluoro-4-(methylsulfonyl)phenyl)-N4-(4-methoxybenzyl)-N2-methyl-N4-(5-methyl-1-(tetrahydro-2H-pyran-2-yl)-1H-pyrazol-3-yl)pyrimidine-2,4-diamine